β-caroten CC1(C)CCCC(C)=C1\C=C\C(\C)=C\C=C\C(\C)=C\C=C\C=C(/C)\C=C\C=C(/C)\C=C\C1=C(C)CCCC1(C)C